diphenylamino oxide C1(=CC=CC=C1)N(C1=CC=CC=C1)ON(C1=CC=CC=C1)C1=CC=CC=C1